O[C@H]1CN(CC[C@H]1NC1=NC=C(C=C1)C(F)(F)F)S(=O)(=O)C1=CC=C(C=C1)C=1C=C2CC(NC2=C(C1)OC)=O 5-(4-(((3S,4R)-3-hydroxy-4-((5-(trifluoromethyl)pyridin-2-yl)amino)piperidin-1-yl)sulfonyl)phenyl)-7-methoxyindolin-2-one